(S)-quinuclidin-3-yl (6-fluoro-2,2-dimethyl-5-(3-propoxyphenyl)-2,3-dihydro-1H-inden-1-yl)carbamat FC1=C(C=C2CC(C(C2=C1)NC(O[C@@H]1CN2CCC1CC2)=O)(C)C)C2=CC(=CC=C2)OCCC